4-(8-fluoro-2-(((2R,7aS)-2-fluorotetrahydro-1H-pyrrolizin-7a(5H)-yl)methoxy)-4-(((3-methylazetidin-3-yl)methyl)amino)pyrido[4,3-d]pyrimidin-7-yl)naphthalen-2-ol FC1=C(N=CC2=C1N=C(N=C2NCC2(CNC2)C)OC[C@]21CCCN1C[C@@H](C2)F)C2=CC(=CC1=CC=CC=C21)O